(R)-3-(2-amino-2-phenylethyl)-5-(2-fluoro-3-methoxyphenyl)-1-(2-fluoro-6-(trifluoromethyl)benzyl)-6-methylpyrimidine-2,4(1H,3H)-dione N[C@@H](CN1C(N(C(=C(C1=O)C1=C(C(=CC=C1)OC)F)C)CC1=C(C=CC=C1C(F)(F)F)F)=O)C1=CC=CC=C1